Cl.NC1CCC(CC1)C(=O)OCC1=CC=CC=C1 benzyl (1r,4r)-4-aminocyclohexane-1-carboxylate hydrochloride